ClC=1C(=NC(=NC1)N([C@@H]1CC[C@H](CC1)NC1=CC=C2C(=NN(C2=C1)C)C1C(NC(CC1)=O)=O)C)NC=1C=C2CC(N(C2=CC1)C)=O 3-(6-(((trans)-4-((5-chloro-4-((1-methyl-2-oxoindolin-5-yl)amino)pyrimidin-2-yl)(methyl)amino)cyclohexyl)amino)-1-methyl-1H-indazol-3-yl)piperidine-2,6-dione